[N+](=O)([O-])C=1C=CC(=C2C=CN=CC12)C=C 8-nitro-5-vinylisoquinoline